CC=1N=NC2=NC=C(CC21)NC2=CC=CC=C2 methyl-N-phenyl-pyrazolo[3,4-b]pyridin-5-amine